2'-[6-amino-5-(1-methylpiperidin-4-yl)pyridin-3-yl]-N-ethyl-5',6'-dihydrospiro[pyrrolidine-3,4'-pyrrolo[1,2-b]pyrazole]-1-carboxamide NC1=C(C=C(C=N1)C=1C=C2N(N1)CCC21CN(CC1)C(=O)NCC)C1CCN(CC1)C